1-(5-Chloropyrazin-2-yl)-3-[(3R)-1-[2'-(dimethylphosphoryl)-3,5-difluoro-[1,1'-biphenyl]-4-yl]-2-oxopiperidin-3-yl]urea ClC=1N=CC(=NC1)NC(=O)N[C@H]1C(N(CCC1)C1=C(C=C(C=C1F)C1=C(C=CC=C1)P(=O)(C)C)F)=O